7,9-Difluoro-8-(3-fluoro-5-methoxy-phenyl)-1,4,4-trimethyl-5H-[1,2,4]triazolo[4,3-a]quinoxaline FC=1C=C2NC(C=3N(C2=C(C1C1=CC(=CC(=C1)OC)F)F)C(=NN3)C)(C)C